OCO[C@@H](C)C1CCN(CC1)S(=O)(=O)C=1C=CC(=C(C1)C=1NC(C2=C(N1)C(=C(N2C)C=O)CCC)=O)OCCC (S)-2-(5-((4-(1,3-dioxapent-4-yl)piperidin-1-yl)sulfonyl)-2-propoxyphenyl)-5-methyl-4-oxo-7-propyl-4,5-dihydro-3H-pyrrolo[3,2-d]pyrimidine-6-carbaldehyde